C(#N)C1=CC=C(C=C1)NC1=C(C=C(C=N1)C(=O)OC)[N+](=O)[O-] methyl 6-[(4-cyanophenyl) amino]-5-nitropyridine-3-carboxylate